C(C)(C)(C)OC(=O)N1CCC(=CC1)C1=CSC(=C1F)C(=O)OC 4-(4-fluoro-5-methoxycarbonyl-thiophen-3-yl)-3,6-dihydro-2H-pyridine-1-carboxylic acid tert-butyl ester